ClC1=CC(=CC=2N=C(OC21)CN2CC(CC2)C(=O)OC)\C=C\C2=NC=CC(=C2C#N)C2=C(C(=CC=C2)NC(C2=NC=C(C=C2)CNCCO)=O)C Methyl (E)-1-((7-chloro-5-(2-(3-cyano-4-(3-(5-(((2-hydroxyethyl)amino)methyl)picolinamido)-2-methylphenyl) pyridin-2-yl)vinyl)benzo[d]oxazol-2-yl)methyl)pyrrolidine-3-carboxylate